1-fluoro-N-[rac-(2R,3S)-2-(3-fluorophenyl)-1-[1-(4-fluorophenyl)indazol-5-yl]-5-oxo-pyrrolidin-3-yl]-cyclopropanecarboxamide FC1(CC1)C(=O)N[C@@H]1[C@H](N(C(C1)=O)C=1C=C2C=NN(C2=CC1)C1=CC=C(C=C1)F)C1=CC(=CC=C1)F |r|